2-(3-methoxyazetidin-1-yl)-6-((trimethylsilyl)ethynyl)pyrazine COC1CN(C1)C1=NC(=CN=C1)C#C[Si](C)(C)C